Methyl 2-((1s,4s)-4-hydroxycyclohexyl)-6-methoxy-2H-indazole-5-carboxylate OC1CCC(CC1)N1N=C2C=C(C(=CC2=C1)C(=O)OC)OC